4'-[(1-{[4-cyclopropyl-3-(trifluoromethyl)phenyl]carbamoyl}-DL-prolyl)amino][1,1-biphenyl]-4-carboxylic acid C1(CC1)C1=C(C=C(C=C1)NC(=O)N1[C@@H](CCC1)C(=O)NC1=CC=C(C=C1)C1=CC=C(C=C1)C(=O)O)C(F)(F)F |r|